N[C@@H](C(=O)N)CCCCNC(=O)NCC(COC(CO)CO)COC(CO)CO (R)-2-amino-6-(3-(3-((1,3-dihydroxypropan-2-yl)oxy)-2-(((1,3-dihydroxypropan-2-yl)oxy)methyl)propyl)ureido)hexanamide